O=S1(CCCC1)=NCC#N 2-((1-oxidotetrahydro-1λ6-thiophen-1-ylidene)amino)acetonitrile